N[C@]1(CN(C[C@@H]1CCCB(O)O)C1CNCC1)C(=O)O (3R,4S)-3-amino-4-(3-boronopropyl)-1,3'-bipyrrolidine-3-carboxylic acid